O1-benzyl O7-methyl 3,4-dihydroxy-3,4-dihydro-2H-thieno[3,4-b]pyridine-1,7-dicarboxylate OC1C(C=2C(N(C1)C(=O)OCC1=CC=CC=C1)=C(SC2)C(=O)OC)O